C(#N)C1=CC=C2CC3(CCN(CC3)C(=O)[O-])CC2=C1 6-cyano-1,3-dihydrospiro[indene-2,4'-piperidin]-1'-carboxylate